O=C1N(CCC(N1)=O)C1=NN(C2=CC(=CC=C12)N1CCN(CC1)C(=O)OCC1=CC=CC=C1)C Benzyl 4-(3-(2,4-dioxotetrahydropyrimidin-1(2H)-yl)-1-methyl-1H-indazol-6-yl)-piperazine-1-carboxylate